N1N=CC=2C1=NC=C(C2)NC(=O)C=2C=NN(C2C(F)(F)F)C2=C1C=CC=NC1=CC=C2 N-(1H-pyrazolo[3,4-b]pyridin-5-yl)-1-(quinolin-5-yl)-5-(trifluoromethyl)-1H-pyrazole-4-carboxamide